[K].C(=C)C1=C(C=CC=C1)C=C divinylbenzene potassium salt